F[C@H]1C[C@H](N(C1)C(=O)OC(C)(C)C)C(N[C@H]1CN([C@H](C1)CNC(C1=CC=C(C=C1)C#CC1=CC=C(C=C1)CN1CCOCC1)=O)C(C(C)C)=O)=O tert-Butyl (2S,4S)-4-Fluoro-2-(((3R,5R)-1-isobutyryl-5-((4-((4-(morpholinomethyl)phenyl)ethynyl)benzamido)methyl)pyrrolidin-3-yl)carbamoyl)pyrrolidine-1-carboxylate